1-(5-((5-chloro-4-(1-phenylpiperidin-3-yl)pyrimidin-2-yl)amino)pyridin-3-yl)pyrrolidin-2-one ClC=1C(=NC(=NC1)NC=1C=C(C=NC1)N1C(CCC1)=O)C1CN(CCC1)C1=CC=CC=C1